rac-1-chloro-2,5-bis(3,5-dimethylphenyl)phospholane ClP1C(CCC1C1=CC(=CC(=C1)C)C)C1=CC(=CC(=C1)C)C